tert-Butyl 4-(2,4,6-trioxo-tetrahydropyrimidin-1(2H)-yl)piperidine-1-carboxylate O=C1N(C(CC(N1)=O)=O)C1CCN(CC1)C(=O)OC(C)(C)C